(2S,4R)-N-[(S) or (R)-(2-aminopyridin-4-yl)(3-fluoro-4-(propan-2-yl)phenyl)methyl]-4-fluoro-1-[2-(1H-1,2,3-triazol-5-yl)acetyl]pyrrolidine-2-carboxamide NC1=NC=CC(=C1)[C@H](NC(=O)[C@H]1N(C[C@@H](C1)F)C(CC1=CN=NN1)=O)C1=CC(=C(C=C1)C(C)C)F |o1:7|